rel-N-[(3R)-3-[2-(4-{3-[(3-chloro-2-methoxyphenyl)amino]-4-oxo-1H,5H,6H,7H-pyrrolo[3,2-c]pyridin-2-yl}pyridin-3-yl)ethynyl]oxolan-3-yl]prop-2-enamide ClC=1C(=C(C=CC1)NC1=C(NC2=C1C(NCC2)=O)C2=C(C=NC=C2)C#C[C@]2(COCC2)NC(C=C)=O)OC |o1:26|